methoxyl-ethyl-pyrrolidine bis(trifluoromethanesulfonyl)imide salt [N-](S(=O)(=O)C(F)(F)F)S(=O)(=O)C(F)(F)F.O(C)C1N(CCC1)CC